FC=1C=C(C=CC1F)C(CCC)=O 1-(3,4-difluorophenyl)butan-1-one